C(C)(C)(C)NC(=O)C1=C(C=C(C=C1)B(O)O)F 4-(TERT-BUTYLCARBAMOYL)-3-FLUOROBENZENEBORONIC ACID